tert-Butyl (6-amino-5-(trifluoromethyl)pyridin-3-yl)(methyl)carbamate NC1=C(C=C(C=N1)N(C(OC(C)(C)C)=O)C)C(F)(F)F